CC=1C=C(C=C(C1Cl)C)B(O)O 3,5-dimethyl-4-chlorophenylboronic acid